ClC1=C(C=C(C=C1)NC(=O)N1[C@H]2C[C@@H](C[C@@]1(C2)C=2OC(=NN2)C)C(F)(F)F)C2CCC2 (1R,3S,5S)-N-(4-chloro-3-cyclobutylphenyl)-1-(5-methyl-1,3,4-oxadiazol-2-yl)-3-(trifluoromethyl)-6-azabicyclo[3.1.1]heptane-6-carboxamide